C(C(C)C)N1C=C(C=2C1=NC(=CC2)C#N)C=2C=NC=NC2 1-isobutyl-3-(pyrimidin-5-yl)-1H-pyrrolo[2,3-b]pyridine-6-carbonitrile